ClC=1C=C2C=NC(=NC2=CC1C1CCN(CC1)[C@@]1([C@@H](COC1)O)C)NC1=CC=NN1C1CC1 |o1:17,18| (3S,4S) or (3R,4R)-4-(4-{6-chloro-2-[(1-cyclopropyl-1H-pyrazol-5-yl)amino]quinazolin-7-yl}piperidin-1-yl)-4-methyloxolan-3-ol